FC(C1=C(C=C(C=C1)CCN[C@@H]([C@H]1CNC2=CC=CN=C2C1)C1=CC=CC=C1)CC(=O)O)F 2-(2-(difluoromethyl)-5-(2-(((S)-phenyl((R)-1,2,3,4-tetrahydro-1,5-naphthyridin-3-yl)methyl)amino)ethyl)phenyl)acetic acid